(difluoromethyl)pyrazole-3-carbonitrile FC(F)C=1C(=NNC1)C#N